F[C@H]1CN(CC1)S(=O)(=O)C=1C=C(C(=O)N2CC3(C4=CC(=CC=C24)NS(=O)(=O)C)CCC2(CC3)CC2)C=CC1 (R)-N-(1''-(3-((3-fluoropyrrolidin-1-yl)sulfonyl)benzoyl)dispiro[cyclopropane-1,1'-cyclohexane-4',3''-indolin]-5''-yl)methanesulfonamide